N[C@H]1C(N(C=2N(CC1)N=C(C2)C2C(C2)(F)F)C)=O (6R)-6-amino-2-(2,2-difluorocyclopropyl)-4-methyl-7,8-dihydro-4H-pyrazolo[1,5-a][1,3]diazepin-5(6H)-one